6-(4-ethylpiperazin-1-yl)-7-methoxyquinazoline-2,4(1H,3H)-dione C(C)N1CCN(CC1)C=1C=C2C(NC(NC2=CC1OC)=O)=O